6-bromo-2-(4-piperidyl)Indazole BrC=1C=CC2=CN(N=C2C1)C1CCNCC1